C(CC)NNC(=O)C1=CC=C(CNC(=O)C2=CC=3C=NC=CC3N2)C=C1 N-(4-(2-propylhydrazin-1-carbonyl)benzyl)-1H-pyrrolo[3,2-c]pyridin-2-carboxamide